adamantylbenzyl alcohol C12(CC3CC(CC(C1)C3)C2)C(C2=CC=CC=C2)O